1-hexyl-imidazole trifluoroacetate salt FC(C(=O)O)(F)F.C(CCCCC)N1C=NC=C1